tert-butyl-4-(4-methyl-3-nitrophenyl)morpholine C(C)(C)(C)C1N(CCOC1)C1=CC(=C(C=C1)C)[N+](=O)[O-]